COC1=CC=C(C=C1)C(=C(CC)C1=CC=C(C=C1)[O-])CC 4-[4-(4-methoxyphenyl)hex-3-en-3-yl]phenolate